3-[6-[6-(cyclobutoxy)-2-pyridyl]thiochroman-2-yl]propionic acid C1(CCC1)OC1=CC=CC(=N1)C=1C=C2CCC(SC2=CC1)CCC(=O)O